1-naphthonitrile C1(=CC=CC2=CC=CC=C12)C#N